C(C)(C)NCCCCN N-isopropylbutane-1,4-diamine